2-fluoro-4-(6-(1-methyl-1H-indazol-5-yl)-3-((1-methylpiperidin-4-yl)methyl)-3H-imidazo[4,5-c]pyridin-7-yl)benzonitrile FC1=C(C#N)C=CC(=C1)C=1C2=C(C=NC1C=1C=C3C=NN(C3=CC1)C)N(C=N2)CC2CCN(CC2)C